tert-Butyl (3aR,5r,6aS)-5-((4-bromo-2,3-difluorophenyl)amino)hexahydrocyclopenta[c]pyrrole-2(1H)-carboxylate BrC1=C(C(=C(C=C1)NC1C[C@@H]2[C@@H](CN(C2)C(=O)OC(C)(C)C)C1)F)F